C(C)(C)(C)OC(=O)N1C(CCC1)C=1C(=NC2=CC(=C(C=C2C1)Br)OC)NN 2-(6-bromo-2-hydrazino-7-methoxyquinolin-3-yl)pyrrolidine-1-carboxylic acid tert-butyl ester